S(=O)(=O)([O-])N.[Co+2].S(=O)(=O)([O-])N Cobalt Amidosulfate